6-(difluoromethyl)-1-methyl-1H-pyrazolo[3,4-d]pyrimidine-4-thiol FC(C1=NC(=C2C(=N1)N(N=C2)C)S)F